5-(bromomethyl)-2,2-dimethyl-5-((((2s,5s)-2-methyl-1,3-dioxan-5-yl)oxy)methyl)-1,3-dioxane BrCC1(COC(OC1)(C)C)COC1COC(OC1)C